trimethylsilyl dichlorofluoroacetate ClC(C(=O)O[Si](C)(C)C)(F)Cl